C1(CC1)N1CCN(CC1)C1CCN(CC1)C1=C(C=C(C(=C1)OC)NC1=NC=NC(=C1)N1OCC[C@@H]1C1=C(C=C(C=C1)F)F)NC(C=C)=O N-(2-(4-(4-cyclopropyl-piperazine-1-yl)piperidine-1-yl)-5-((6-((R)-3-(2,4-difluorophenyl)-isoxazolidine-2-yl)pyrimidine-4-yl)amino)-4-methoxyphenyl)acrylamide